[NH]C=1C(=NC(=CN1)C(C)(C)C)NC1=CC=CC=C1 3-(λ2-azanyl)-6-(tert-butyl)-N-phenylpyrazin-2-amine